(S)-2-amino-3-(4-carbamoylpyridin-3-yl)propanoic acid N[C@H](C(=O)O)CC=1C=NC=CC1C(N)=O